2-(2-ethoxyphenyl)-2-((tetrahydro-2H-pyran-4-yl)oxy)ethanol C(C)OC1=C(C=CC=C1)C(CO)OC1CCOCC1